[Si](C)(C)(C(C)(C)C)OCCC/N=C/C(F)F (E)-N-(3-((tert-butyldimethylsilyl)oxy)propyl)-2,2-difluoroethan-1-imine